N1=CC=C(C=C1)OCC(C)O 3-(pyridin-4-yloxy)propan-2-ol